FC1=CC(=C2C=CNC(C2=C1)=O)[N+](=O)[O-] 7-fluoro-5-nitroisoquinoline-1(2H)-one